5-(4-((9-isobutyl-9H-purin-6-yl)oxy)phenyl)-N-(o-tolyl)thiazol-2-amine C(C(C)C)N1C2=NC=NC(=C2N=C1)OC1=CC=C(C=C1)C1=CN=C(S1)NC1=C(C=CC=C1)C